diethyl-((4-(hydroxymethyl)cyclohexyl)imino)-λ6-sulfanone C(C)S(=O)(=NC1CCC(CC1)CO)CC